3-Bromo-4-oxo-5-phenethyl-4,5,6,7-tetrahydropyrazolo[1,5-a]pyrazine-2-carboxylic acid (5-trifluoromethyl-[1,3,4]thiadiazol-2-yl) amide FC(C1=NN=C(S1)NC(=O)C1=NN2C(C(N(CC2)CCC2=CC=CC=C2)=O)=C1Br)(F)F